5-cyano-N-(3-(isothiazol-4-yl)-1H-indazol-5-yl)-3-methylpicolinamide C(#N)C=1C=C(C(=NC1)C(=O)NC=1C=C2C(=NNC2=CC1)C=1C=NSC1)C